NC1=C(C2=C(N(C(=N2)C)C2CCN(CC2)C)C=C1)N1C[C@H](CC1)NC(OC(C)(C)C)=O tert-butyl (S)-(1-(5-amino-2-methyl-1-(1-methylpiperidin-4-yl)-1H-benzo[d]imidazol-4-yl)pyrrolidin-3-yl)carbamate